6-methoxy-3-(2,4-dichlorophenyl)benzothiazol-2(3H)-one COC1=CC2=C(N(C(S2)=O)C2=C(C=C(C=C2)Cl)Cl)C=C1